C(C1=CC=CC=C1)N([C@@H](CC(=O)OCC)C1=CC(=CC(=C1)OC)Br)[C@H](C)C1=CC=CC=C1 ethyl (S)-3-(benzyl((R)-1-phenylethyl)amino)-3-(3-bromo-5-methoxyphenyl)propanoate